C(C)N1N=C(C=C1NC(C[C@H](C(=O)N[C@H]1C2=C(CN3N(C1=O)CCC3)C=CC=C2)C)=O)C2=CC(=NO2)C (R)-N4-(1-Ethyl-3-(3-methylisoxazol-5-yl)-1H-pyrazol-5-yl)-2-methyl-N1-((S)-11-oxo-2,3,10,11-tetrahydro-1H,5H-benzo[d]pyrazolo[1,2-a][1,2]diazepin-10-yl)succinamid